Cl.Cl.Cl.NCCNC(COC=1C=C(C=C(C1)OCC(NCCN)=O)C1=CC(=CC(=C1)OCC(NCCN)=O)C(=O)OCC1=CC=CC=C1)=O benzyl 3',5,5'-tris(2-((2-aminoethyl) amino)-2-oxoethoxy)-[1,1'-biphenyl]-3-carboxylate trihydrochloride